(S)-1-(8-((2-amino-3-chloropyridin-4-yl)thio)imidazo[1,2-c]pyrimidin-5-yl)-4'H,6'H-spiro[piperidine-4,5'-pyrrolo[1,2-b]pyrazole]-4'-amine NC1=NC=CC(=C1Cl)SC=1C=2N(C(=NC1)N1CCC3([C@@H](C=4N(N=CC4)C3)N)CC1)C=CN2